FC(C(C(F)(F)F)OC1(C(C(C=C1F)(F)F)(F)F)F)(F)F 5-(1,1,1,3,3,3-hexafluoroprop-2-yloxy)-1,3,3,4,4,5-hexafluorocyclopentene